2-[1-(1,3-dimethylpyrazolo[3,4-b]pyridin-5-yl)-2-oxo-cyclohexyl]acetonitrile CN1N=C(C=2C1=NC=C(C2)C2(C(CCCC2)=O)CC#N)C